3-(3-fluoro-4-methoxyphenyl)pyrido[2,3-d]pyrimidine-2,4(3H,8H)-dione FC=1C=C(C=CC1OC)N1C(N=C2C(C1=O)=CC=CN2)=O